C(CCC)P(=O)(Br)Br Z-butyl-phosphoryl bromide